CC1=C(C(=C(C(=C1C=CC(=O)O)C)C)C)C pentamethylcinnamic acid